ClC1=NC(=CC(=C1)C1=C(N=C(N=N1)N)C1=CC=C(C=C1)F)C (2-chloro-6-methylpyridin-4-yl)-5-(4-fluorophenyl)-1,2,4-triazin-3-amine